3,5-bistrifluoromethyl-pyrazole FC(C1=NNC(=C1)C(F)(F)F)(F)F